(3R,4R)-1-(1-(3,4-dichlorobenzyl)-5,6-difluoro-1H-benzimidazol-2-yl)-4-fluoro-3-piperidinamine ClC=1C=C(CN2C(=NC3=C2C=C(C(=C3)F)F)N3C[C@H]([C@@H](CC3)F)N)C=CC1Cl